4-(2-((1E,3E,5E,7E)-7-(3-(7-carboxyheptyl)-1,1-dimethyl-1,3-dihydro-2H-benzo[e]indol-2-ylidene)hepta-1,3,5-trien-1-yl)-1,1-dimethyl-1H-benzo[e]indol-3-ium-3-yl)butane-1-sulfonate C(=O)(O)CCCCCCCN1\C(\C(C=2C3=C(C=CC12)C=CC=C3)(C)C)=C\C=C\C=C\C=C\C3=[N+](C=1C=CC2=C(C1C3(C)C)C=CC=C2)CCCCS(=O)(=O)[O-]